2-(3-(2-chloronaphthalen-1-yl)phenyl)-4,6-diphenylpyrimidine ClC1=C(C2=CC=CC=C2C=C1)C=1C=C(C=CC1)C1=NC(=CC(=N1)C1=CC=CC=C1)C1=CC=CC=C1